FC=1C=CC2=C(C3C(O2)C3C(=O)NCC3=CC(=NO3)C3=NC=CC=C3)C1 exo-5-fluoro-N-{[3-(pyridin-2-yl)-1,2-oxazol-5-yl]methyl}-1a,6b-dihydro-1H-cyclopropa[b][1]benzofuran-1-carboxamide